((4-((tert-butyldimethylsilyl)oxy)hept-1-yl)methoxy)(methylthio)methane [Si](C)(C)(C(C)(C)C)OC(CCCCOCSC)CCC